ClC1=CC(=CC(=N1)C1=CC(=NC=C1)C(=O)NC)[C@@H]1CN[C@H](CO1)CO trans-6-chloro-4-(5-(hydroxymethyl)morpholin-2-yl)-N-methyl-[2,4'-bipyridine]-2'-carboxamide